S(=O)([O-])S(=O)[O-].[Na+].[Na+] sodium hydrosulphite